COC(CCOCCC(=O)N1CCN(CC1)C(C1=C(C=C(C=C1)NC(=O)C=1N(C(=CN1)C1=C(C(=C(C=C1)OC)F)F)C)Cl)=O)=O 3-[3-[4-[2-chloro-4-[[5-(2,3-difluoro-4-methoxy-phenyl)-1-methyl-imidazole-2-carbonyl]amino]benzoyl]piperazin-1-yl]-3-oxo-propoxy]propionic acid methyl ester